C(C(C)C)N[C@@H]1CCCC=2NC(C3=CC=CC=C3C12)=O |r| racemic-1-(isobutylamino)-2,3,4,5-tetrahydro-1H-phenanthridin-6-one